ClC1=C(N=C(NC1=O)C1=CC=NC=C1)C1CCN(CC1)C 5-chloro-4-(1-methyl-4-piperidinyl)-2-(4-pyridinyl)-1H-pyrimidin-6-one